FC1=C(OP(=O)(OC2=CC=CC=C2)N[C@@H](C)C(=O)OCC2=CC=CC=C2)C(=C(C(=C1F)F)F)F benzyl ((perfluorophenoxy)(phenoxy) phosphoryl)-L-alaninate